N-(4-aminophenyl)-3,4,5-trihydroxybenzamide NC1=CC=C(C=C1)NC(C1=CC(=C(C(=C1)O)O)O)=O